CN1N=C(C(=C1C(=O)[O-])CCl)C 1,3-dimethyl-4-chloromethylpyrazole-5-carboxylate